butyl 4-hydroxy-4-(2-methoxy-2-oxo-ethyl)piperidine-1-carboxylate OC1(CCN(CC1)C(=O)OCCCC)CC(=O)OC